6-cyano-7-(5,7-dihydro-6H-pyrrolo[3,4-b]pyridin-6-yl)-1-(6-(2-(dimethylamino)-ethoxy)pyridin-3-yl)-4-oxo-1,4-dihydroquinoline-3-carboxylic acid hydrochloride Cl.C(#N)C=1C=C2C(C(=CN(C2=CC1N1CC2=NC=CC=C2C1)C=1C=NC(=CC1)OCCN(C)C)C(=O)O)=O